COC[C@@H]1C[C@@H]([C@H]([C@@H](O)O1)O)O 4-deoxy-6-O-methyl-alpha-D-galactose